C1=CC(=CC=2C3=CC=CC=C3NC12)/C(=C/C(=O)N(C)C)/C1=CC=CC=C1 (e)-3-(9H-carbazol-3-yl)-N,N-dimethyl-3-phenylacrylamide